5'-(4-fluorophenyl)-3'-isopropyl-N-(4-(4-methyl-3-oxopiperazin-1-yl)phenyl)-1H,3'H-[2,4'-biimidazole]-4-carboxamide FC1=CC=C(C=C1)C1=C(N(C=N1)C(C)C)C=1NC=C(N1)C(=O)NC1=CC=C(C=C1)N1CC(N(CC1)C)=O